N[C@H]1C2N(CC1CC2)C(=O)C2=CC1=C(N(C(=N1)C1=CC=3C(=NC(=CC3)C3=CC(=C(C=C3C)O)Cl)N1CC1CC1)C)C(=C2)OC 4-(2-{5-[(7R)-7-amino-2-azabicyclo[2.2.1]heptane-2-carbonyl]-7-methoxy-1-methyl-1H-1,3-benzodiazol-2-yl}-1-(cyclopropylmethyl)-1H-pyrrolo[2,3-b]pyridin-6-yl)-2-chloro-5-methylphenol